silane zirconium salt [Zr].[SiH4]